N-[2-(2-hydroxyethyldithio)ethyl]-4-(4-methylpiperazin-1-yl)benzamide OCCSSCCNC(C1=CC=C(C=C1)N1CCN(CC1)C)=O